BrC=1C=C(C(=NC1)CNC(C1=C(N=CC=C1Cl)Cl)=O)Cl N-[(5-Bromo-3-chloropyridin-2-yl)methyl]-2,4-dichloronicotinamide